di(pentachlorotetradecafluorodecanoyl) peroxide ClC(C(C(C(C(C(C(C(C(=O)OOC(C(C(C(C(C(C(C(C(C(F)(F)F)(Cl)Cl)(Cl)Cl)(F)Cl)(F)F)(F)F)(F)F)(F)F)(F)F)=O)(F)F)(F)F)(F)F)(F)F)(F)F)(F)Cl)(Cl)Cl)(C(F)(F)F)Cl